((((9H-fluoren-9-yl)methoxy)carbonyl)amino)-2-(2,2-difluoroethyl)cyclopropanecarboxylic acid C1=CC=CC=2C3=CC=CC=C3C(C12)COC(=O)NC1(C(C1)CC(F)F)C(=O)O